4-((2-chloro-4-((5-cyclopropyl-3-(2,6-dichlorophenyl)isoxazol-4-yl)methoxy)phenyl)ethynyl)-1H-indazole-6-carboxylic acid ClC1=C(C=CC(=C1)OCC=1C(=NOC1C1CC1)C1=C(C=CC=C1Cl)Cl)C#CC1=C2C=NNC2=CC(=C1)C(=O)O